6-Chloro-1-methyl-8-[3-methyl-4-(tetrahydrofuran-3-yloxy)-phenyl]-9H-pyrido[3,4-b]indole ClC=1C=C2C3=C(NC2=C(C1)C1=CC(=C(C=C1)OC1COCC1)C)C(=NC=C3)C